tert-butyl 4-((4-(3-(2,6-bis(benzyloxy)pyridin-3-yl)-1-methyl-1H-indazol-7-yl)piperazin-1-yl)methyl)-4-hydroxypiperidine-1-carboxylate C(C1=CC=CC=C1)OC1=NC(=CC=C1C1=NN(C2=C(C=CC=C12)N1CCN(CC1)CC1(CCN(CC1)C(=O)OC(C)(C)C)O)C)OCC1=CC=CC=C1